6-(6-chloro-7-isopropoxyimidazo[1,2-a]pyridin-3-yl)-N-((3S,4S)-4-fluoropyrrolidin-3-yl)pyridin-2-amine ClC=1C(=CC=2N(C1)C(=CN2)C2=CC=CC(=N2)N[C@H]2CNC[C@@H]2F)OC(C)C